dicyclohexylsilanediyl[(cyclopentadienyl)(2,4,7-trimethylindenyl)]zirconium dichloride [Cl-].[Cl-].C1(CCCCC1)[Si](=[Zr+2]C1C(=C(C2=C(C=CC(=C12)C)C)C1C=CC=C1)C)C1CCCCC1